[3,4,5-tri(octadecyloxy)benzyl] succinate C(CCC(=O)[O-])(=O)OCC1=CC(=C(C(=C1)OCCCCCCCCCCCCCCCCCC)OCCCCCCCCCCCCCCCCCC)OCCCCCCCCCCCCCCCCCC